7-(3-(6-fluoropyridin-3-yl)-7,8-dihydro-1,6-naphthyridin-6(5H)-yl)-2-(1-methoxypropan-2-yl)-6-methyl-[1,2,4]triazolo[4,3-a]pyrimidin-3(2H)-one FC1=CC=C(C=N1)C=1C=NC=2CCN(CC2C1)C1=NC=2N(C=C1C)C(N(N2)C(COC)C)=O